(2S,4R)-tert-butyl 2-(2-amino-2-oxoethyl)-4-(benzyl(methyl)amino)pyrrolidine-1-carboxylate NC(C[C@H]1N(C[C@@H](C1)N(C)CC1=CC=CC=C1)C(=O)OC(C)(C)C)=O